CC=1SC=CN1 2-methylthiazol